C1(=CC=CC=C1)[SiH2]N phenyl-aminosilane